C1(CCCCC1)PCCPC1CCCCC1 1,2-dicyclohexylphosphinoethane